ClC=1C=CC=C2C(CC(OC12)(C)C)NC(=O)[C@H]1[C@@H](C1)[C@@H](CCOC)N1C(NC(CC1=O)(CC)CC)=N (1R,2R)-N-(8-chloro-2,2-dimethyl-chroman-4-yl)-2-[(1R)-1-(4,4-diethyl-2-imino-6-oxo-hexahydropyrimidin-1-yl)-3-methoxy-propyl]cyclopropanecarboxamide